3-phenylpropionamide hydrochloride Cl.C1(=CC=CC=C1)CCC(=O)N